(2,6-dioxopiperidin-3-yl)isoindole-1,3-dione TFA salt OC(=O)C(F)(F)F.O=C1NC(CCC1C1=C2C(NC(C2=CC=C1)=O)=O)=O